CN(C1=CC(=C(C=C1)B(O)O)C)C 4-(DIMETHYLAMINO)-2-METHYLPHENYLBORONIC ACID